6-(4-fluorobenzyl)-5-oxo-1,4,5,6-tetrahydropyrido[3,4-C][1,8]naphthyridine-3(2H)-carboxylic acid tert-butyl ester C(C)(C)(C)OC(=O)N1CC=2C(N(C=3N=CC=CC3C2CC1)CC1=CC=C(C=C1)F)=O